C(#N)C1=CC=C2C=C(N(C2=C1)C1CCC1)C(=O)OC Methyl 6-cyano-1-cyclobutyl-1H-indole-2-carboxylate